3-(3-formyl-4-hydroxyphenyl)propionic acid methyl ester COC(CCC1=CC(=C(C=C1)O)C=O)=O